N[C@H]1CN(CCC1)C(=O)C1=CC2=C(N(C(=N2)C=2N(C3=CC=CC=C3C2)CC(F)(F)F)C)C(=C1)OC (R)-(3-Aminopiperidin-1-yl)(7-methoxy-1-methyl-2-(1-(2,2,2-trifluoroethyl)-1H-indol-2-yl)-1H-benzo[d]imidazol-5-yl)methanone